4-bromo-4'-fluoro-3-methyl-1,1'-biphenyl BrC1=C(C=C(C=C1)C1=CC=C(C=C1)F)C